2-(4-phenoxyphenyl)-7-[(1R,4R)-5-(prop-2-enoyl)-2,5-diazabicyclo[2.2.1]heptan-2-yl]-4,5,6,7-tetrahydro-2H-pyrazolo[4,3-b]pyridine-3-carboxamide O(C1=CC=CC=C1)C1=CC=C(C=C1)N1N=C2C(NCCC2N2[C@H]3CN([C@@H](C2)C3)C(C=C)=O)=C1C(=O)N